perfluoro propyl-methyl ether C(CC)COF